ClC1=C(C=CC(=C1)F)C1(CC1)C1=NOC(=N1)C1=NN(C(=C1)C(F)F)CC(=O)NCCN(C)C 2-(3-(3-(1-(2-Chloro-4-fluorophenyl)cyclopropyl)-1,2,4-oxadiazol-5-yl)-5-(difluoromethyl)-1H-pyrazol-1-yl)-N-(2-(dimethylamino)ethyl)acetamide